C(C)OCC1(CCN(CC1)CCC1=CC=C(C=C1)NC(C)=O)CCC1=CC=CC=C1 N-(4-(2-(4-(ethoxymethyl)-4-phenethylpiperidin-1-yl)ethyl)phenyl)acetamide